5-[4-(5,5-dimethyl-1,3,2-dioxaborinan-2-yl)phenyl]-1-methyl-1,2,3-triazole CC1(COB(OC1)C1=CC=C(C=C1)C1=CN=NN1C)C